O-(tert-butyl)-L-serine methyl ester hydrochloride Cl.COC([C@@H](N)COC(C)(C)C)=O